OC=1C=C2C=CC(=C(C2=CC1)OC1=CC=C(OCC(=O)O)C=C1)C1=CC=C(C=C1)S(=O)(=O)C 2-(4-((6-hydroxy-2-(4-(methylsulfonyl)phenyl)naphthalene-1-yl)oxy)phenoxy)acetic acid